FC1=CC=C(C=C1)N1C(=NN=C1C=1OC=CC1)SCC(=O)NN=CC1=C(C=C(C=C1)N(CC)CC)O 2-[[4-(4-Fluorophenyl)-5-(furan-2-yl)-4H-1,2,4-triazol-3-yl]sulfanyl]-N'-[(2-hydroxy-4-diethylaminophenyl)methylidene]acetohydrazide